C(CCCCCCCCCCCCCCC)[N+](=CCCCCCCCCCCCCCCC)[O-] N-hexadecyl-α-pentadecylnitrone